4-bromo-2,3,5,6-tetrafluorophenylboronic acid BrC1=C(C(=C(C(=C1F)F)B(O)O)F)F